CC1CCN(CC1)C1CCNCC1 4-methyl-1,4'-bipiperidine